BrC=1C(N(C(=CC1OCC1=C(C=C(C=C1)F)F)C)C1=CC(=CC=C1)CN(C)C)=O 3-bromo-4-[(2,4-difluorobenzyl)oxy]-1-{3-[(dimethylamino)methyl]phenyl}-6-methylpyridin-2(1H)-one